3-methyl-2-phenyl-6,7-dihydro-5H-cyclopenta[b]pyridin-4-amine CC=1C(=C2C(=NC1C1=CC=CC=C1)CCC2)N